S=C(CCN[O-])NC(CCCCCCCCCCCCCCCCCC1=NC=C2NC=NC2=N1)=O.CO[Si](CCC)(OC)OC trimethoxy(propyl)silane thioxopurineStearamidopropylaminOxide